NCC=1C=CC(=NC1)C1=C(C=C(C#N)C=C1)C(=O)C1=CN=C(O1)N1CCOCC1 4-[5-(aminomethyl)pyridin-2-yl]-3-(2-morpholin-4-yl-1,3-oxazole-5-carbonyl)benzonitrile